tert-butyl N-[2-amino-4-(2-thienyl)phenyl]carbamate NC1=C(C=CC(=C1)C=1SC=CC1)NC(OC(C)(C)C)=O